N(=C=O)C1=CC=C(C=C1)C(C1=CC=C(C=C1)N=C=O)C1=CC=C(C=C1)N=C=O tri(4-isocyanatophenyl)methane